C(#N)C1(CC1)CN1N=C(C(=C1)NC(=O)C=1N=C(SC1)C=1C=NNC1)OC N-{1-[(1-cyanocyclopropyl)methyl]-3-methoxy-1H-pyrazol-4-yl}-2-(1H-pyrazol-4-yl)-1,3-thiazole-4-carboxamide